(S)-1-(4-Chloro-3-fluorophenyl)-3-methylpyrrolidine-3-carboxylic acid ClC1=C(C=C(C=C1)N1C[C@](CC1)(C(=O)O)C)F